C(C1=CC=CC=C1)(=O)N1CCC(CC1)(C(=O)N)O 1-benzoyl-4-hydroxypiperidine-4-carboxamide